5-(1-methylpiperidin-4-yl)-3-{[2-(trimethylsilyl)ethoxy]methyl}-10-oxa-3,7-diazatricyclo[7.3.0.0^{2,6}]dodeca-1(9),2(6),4,7,11-pentaene-11-carbonitrile CN1CCC(CC1)C1=CN(C=2C=3C=C(OC3C=NC12)C#N)COCC[Si](C)(C)C